N1(B(NBNB1)C(C(C(=O)O)O)C(=O)O)C(C(C(=O)O)O)C(=O)O borazinedimalic acid